N-((1s,3s)-3-((6-(1H-pyrazol-4-yl)pyrazolo[1,5-a]pyrazin-4-yl)oxy)-3-methylcyclobutyl)-N-methylacrylamide N1N=CC(=C1)C=1N=C(C=2N(C1)N=CC2)OC2(CC(C2)N(C(C=C)=O)C)C